1-hydroxypropione OCCC(=O)CC